4-oxo-2-cyclohexene-1-carboxylic acid O=C1C=CC(CC1)C(=O)O